(4-carboxybutyl)[[2-(2-{[3-chloro-4'-(trifluoromethyl)biphenyl-4-yl]methoxy}phenyl)ethyl]amino]-5,6,7,8-tetrahydroquinoline-2-carboxylic acid C(=O)(O)CCCCC1=C(C(=NC=2CCCCC12)C(=O)O)NCCC1=C(C=CC=C1)OCC1=C(C=C(C=C1)C1=CC=C(C=C1)C(F)(F)F)Cl